3-(cyanomethyl)piperazin-1-yl-5,8-dihydropyrido[3,4-d]pyrimidine-7(6H)-carboxylate C(#N)CC1CN(CCN1)C=1N=CC2=C(N1)CN(CC2)C(=O)[O-]